methyl-inden CC1C=CC2=CC=CC=C12